ClC1=CC=C(S1)CNC1=CC(=NN1C(=O)C1(CCOCC1)C)C1(CCNCC1)C N-[(5-chlorothiophen-2-yl)methyl]-1-(4-methyloxane-4-carbonyl)-3-(4-methylpiperidin-4-yl)-1H-pyrazol-5-amine